(3S)-7-benzyloxy-N-[(1S)-tetrahydronaphthalen-1-yl]-1,2,3,4-tetrahydroisoquinoline-3-carboxamide hydrochloride Cl.C(C1=CC=CC=C1)OC1=CC=C2C[C@H](NCC2=C1)C(=O)N[C@H]1CCCC2=CC=CC=C12